FC=1C=C2C(N3C(=NC2=CC1)/C(/CCC3)=C/C3=CC=C(C=C3)F)=O (E)-2-fluoro-6-(4-fluorobenzylidene)-6,7,8,9-tetrahydro-11H-pyrido[2,1-b]quinazolin-11-one